2-(2,6-dioxopiperidin-3-yl)-4-((6-(2-methylpyridin-4-yl)-1-((R)-tetrahydrofurane-3-yl)-1H-indazol-5-yl)amino)isoindoline-1,3-dione trifluoroacetate FC(C(=O)O)(F)F.O=C1NC(CCC1N1C(C2=CC=CC(=C2C1=O)NC=1C=C2C=NN(C2=CC1C1=CC(=NC=C1)C)[C@H]1COCC1)=O)=O